3-[2-chloro-4-[[3-fluoro-4-[1-methyl-4-(trifluoromethyl)imidazol-2-yl]phenyl]methoxy]pyrimidin-5-yl]oxetan-3-ol ClC1=NC=C(C(=N1)OCC1=CC(=C(C=C1)C=1N(C=C(N1)C(F)(F)F)C)F)C1(COC1)O